sodium vanadium hydrate O.[V].[Na]